C(C)(C)(C)OC(=O)N1C(CCCC1)C=1NC(=CN1)C1=C(C=C(C=C1)C)F 2-(5-(2-fluoro-4-methylphenyl)-1H-imidazol-2-yl)piperidine-1-carboxylic acid tert-butyl ester